ClC=1C=2N(C(=NC1N)C1=CC(=C(C=C1)F)F)N=C(N2)C 8-chloro-5-(3,4-difluorophenyl)-2-methyl-[1,2,4]triazolo[1,5-c]pyrimidin-7-amine